COC1=CC2=C(NC(=N2)C2=C(C=3C(NC2=O)=CN(N3)C)N[C@@H](C(C)C)C3=NC=CC=N3)C=C1 |o1:21| (S*)-6-(5-Methoxy-1H-benzo[d]imidazol-2-yl)-2-methyl-7-((2-methyl-1-(pyrimidin-2-yl)propyl)amino)-2H-pyrazolo[4,3-b]pyridin-5(4H)-one